COC(C(COC)N1[C@@H](CN(CC1)C)C)=O.CC(CC(=O)NC1=CC=C(C=C1)C=1OC(=NN1)C1=CC=CC=C1)C 3-methyl-N-[4-(5-phenyl-1,3,4-oxadiazol-2-yl)phenyl]butanamide methyl-2-((R)-2,4-dimethylpiperazin-1-yl)-3-methoxypropanoate